9-(4-chloro-2-fluoro-phenyl)-7-[(2S,4R)-2-(1-cyclopropyl-6-keto-3-pyridyl)tetrahydropyran-4-yl]-2,3-dimethyl-pyrimido[1,2-b]pyridazin-4-one ClC1=CC(=C(C=C1)C=1C=2N(N=C(C1)[C@H]1C[C@H](OCC1)C1=CN(C(C=C1)=O)C1CC1)C(C(=C(N2)C)C)=O)F